C(C)N1C(NC(C=C1C)C1=CC(=C(C(=C1)OC)OC(C(C)C)=O)Cl)=S ethyl-4-(3-chloro-4-(isobutyryloxy)-5-methoxyphenyl)-6-methyl-2-thioxo-1,2,3,4-tetrahydropyrimidine